C(C1CO1)OC1=CC=C(C2=C(C=CC=C12)CC)OCC1CO1 1,4-bis(glycidoxy)-5-ethylnaphthalene